2-{[(αR)-6-(4-(2-phenylethyl)-2,5-dioxoimidazolidin-1-yl)spiro-[3.3]heptan-2-yl]oxy}pyridine-3-carboxamide C1(=CC=CC=C1)CCC1NC(N(C1=O)C1CC2(CC(C2)OC2=NC=CC=C2C(=O)N)C1)=O